N-[(1S,4R,6S,7R)-6-methoxy-2-azabicyclo[2.2.1]heptan-7-yl]carbamic acid tert-butyl ester C(C)(C)(C)OC(N[C@H]1[C@@H]2NC[C@H]1C[C@@H]2OC)=O